C(C)(=O)[C@@]1(C[C@@H](O[C@@H]1C(O)C(C)=O)N1C(=O)NC(=O)C(C)=C1)O 3',5'-diacetyl-thymidine